(3-bromo-2-fluorophenyl) (trifluoromethyl) sulfide FC(F)(F)SC1=C(C(=CC=C1)Br)F